CN1CCC(CC1)=C 1-Methyl-4-METHYLENEPIPERIDINE